C(C)(C)OCCNC1=NN2C(C=N1)=C(C=C2)C2=CC=1C(=NC=CN1)N=C2 N-(2-isopropoxyethyl)-5-(pyrido[2,3-b]pyrazin-7-yl)pyrrolo[2,1-f][1,2,4]triazin-2-amine